5-fluoro-2-(3-(cis-4-((S)-3-(hydroxymethyl)pyrrolidin-1-yl)cyclohexyl)-1H-pyrrolo[2,3-c]pyridin-1-yl)-N-isopropyl-N-methylbenzamide FC=1C=CC(=C(C(=O)N(C)C(C)C)C1)N1C=C(C=2C1=CN=CC2)[C@@H]2CC[C@@H](CC2)N2C[C@H](CC2)CO